p-hydroxyphenyl-butanone OC1=CC=C(C=C1)CC(CC)=O